N1(CCC2NCCCC21)C=2N=C(NC(C2Cl)=O)C2=CC(=NC=C2)F 4-(2,3,3a,4,5,6,7,7a-octahydropyrrolo[3,2-b]pyridin-1-yl)-5-chloro-2-(2-fluoro-4-pyridinyl)-1H-pyrimidin-6-one